ClC1=CC=CC(=N1)OC1=C(C#N)C(=CC=C1)OC1=NC(=CC=C1)Cl 2,6-bis(6-chloro-pyridin-2-yloxy)benzonitrile